1-(6-chloropyridazin-4-yl)-6-oxo-pyridazine-3-carboxylic acid ClC1=CC(=CN=N1)N1N=C(C=CC1=O)C(=O)O